5-Fluoro-2'-deoxyuridine 5'-monophosphate P(=O)(O)(O)OC[C@@H]1[C@H](C[C@@H](O1)N1C(=O)NC(=O)C(=C1)F)O